6-(5-(3-Fluorophenyl)-4-phenyl-4H-1,2,4-triazol-3-ylthio)hexanoic acid FC=1C=C(C=CC1)C=1N(C(=NN1)SCCCCCC(=O)O)C1=CC=CC=C1